phosphodithiolate P(=O)(=O)C=1C(SSC1)C(=O)[O-]